FC1=CC(=C2/C(/OC(C2=C1)=O)=C/C1=NC=NN1C)[N+](=O)[O-] (Z)-6-fluoro-3-((1-methyl-1H-1,2,4-triazol-5-yl)methylene)-4-nitroisobenzofuran-1(3H)-one